1-phenyltetrahydronaphthyl-ethane C1(=CC=CC=C1)C1(CCCC2=CC=CC=C12)CC